FC=1C=C(C=C(C1)C(F)(F)F)C1=CC(=C2C(=N1)N=C(N2)C2=CC=C(C=C2)N2CCC(CC2)OCC(=O)OC)N(C)CC2(CCC2)COC Methyl {[1-(4-{5-[3-fluoro-5-(trifluoromethyl)phenyl]-7-[{[1-(methoxymethyl)cyclobutyl]methyl}(methyl)amino]-1H-imidazo[4,5-b]pyridin-2-yl}phenyl)piperidin-4-yl]oxy}acetate